5-((3-(8-(((3S,4R)-3-fluoro-1-methylpiperidin-4-yl)amino)-3-((trifluoromethyl)thio)imidazo[1,2-a]pyridin-2-yl)prop-2-yn-1-yl)amino)-6-methoxypicolinamide F[C@H]1CN(CC[C@H]1NC=1C=2N(C=CC1)C(=C(N2)C#CCNC=2C=CC(=NC2OC)C(=O)N)SC(F)(F)F)C